ClC=1C=C(C=CC1)C1OP(OCC1)(OC1=C(C(=CC(=C1)CCCCC)O)C1=C(C=CC(=C1)C)C(=C)C)=O 4-(3-chlorophenyl)-2-((6-hydroxy-5'-methyl-4-pentyl-2'-(prop-1-en-2-yl)-[1,1'-biphenyl]-2-yl)oxy)-1,3,2-dioxaphosphinane 2-oxide